OCCS(=O)(=O)C=1C=C(N)C=CC1 3-(beta-hydroxyethyl-sulfonyl)-aniline